ClC12CC(C1)(C2)C2=C(CCC(C2)(C)C)CN2CCN(CC2)C2=CC=C(C(=O)O)C=C2 4-(4-((2-(3-chlorobicyclo[1.1.1]pentan-1-yl)-4,4-dimethylcyclohex-1-en-1-yl)methyl)piperazin-1-yl)benzoic acid